aluminum tri(2,5-dimethylpyrrolide) CC=1[N-]C(=CC1)C.CC=1[N-]C(=CC1)C.CC=1[N-]C(=CC1)C.[Al+3]